C(CCCCCCC)C(CS1C(=CC=C1)C=1SC(=CC1)CC(CCCCCCCCCC)CCCCCCCC)CCCCCCCCCC 1,5'-bis(2-octyldodecyl)-2,2'-bithiophene